FC1=C(C=CC=C1)N(C1=CC=C2C(=N1)NN=C2NC(C2=CC=C(C=C2)C2CCN(CC2)C)=O)C N-(6-((2-fluorophenyl)(methyl)amino)-1H-pyrazolo[3,4-b]pyridin-3-yl)-4-(1-methylpiperidin-4-yl)benzamide